2-Cyclopropylacrylic acid C1(CC1)C(C(=O)O)=C